N1=C(N=CC=C1)CC=1N=NNC1 pyrimidinylmethyltriazole